2-(4-(6-(4-Cyano-2-fluorobenzyloxy)pyridin-2-yl)-2-fluorobenzyl)-1-(furan-2-ylmethyl)-1H-benzo[d]imidazol C(#N)C1=CC(=C(COC2=CC=CC(=N2)C2=CC(=C(CC3=NC4=C(N3CC=3OC=CC3)C=CC=C4)C=C2)F)C=C1)F